C(C)(C)(C)OC(=O)N1[C@H](CN(C[C@@H]1C)C1=C2C=NN(C2=CC(=C1)S(NC1(CC1)C)(=O)=O)C=1SC(=NN1)C(F)F)C (2S,6S)-4-(1-(5-(difluoromethyl)-1,3,4-thiadiazol-2-yl)-6-(N-(1-methylcyclopropyl)sulfamoyl)-1H-indazol-4-yl)-2,6-dimethylpiperazine-1-carboxylic acid tert-butyl ester